benzyl N-[(1R)-1-[(2R,3S,5R)-5-azido-3-benzyloxy-6-hydroxy-tetrahydropyran-2-yl]ethyl]-N-benzyl-carbamate N(=[N+]=[N-])[C@@H]1C[C@@H]([C@H](OC1O)[C@@H](C)N(C(OCC1=CC=CC=C1)=O)CC1=CC=CC=C1)OCC1=CC=CC=C1